(-)-4-[1-dimethylamino-3-[2-[2-(3-methoxyphenyl)ethyl]phenoxy]propan-2-yl]oxy-4-oxobutanoic acid CN(CC(COC1=C(C=CC=C1)CCC1=CC(=CC=C1)OC)OC(CCC(=O)O)=O)C